N1CCC(CCC1)N1C(NC2=NC=CC=C21)=O 1-(azepan-4-yl)-1,3-dihydro-2H-imidazo[4,5-b]pyridin-2-one